1-Palmitoyl-2-hydroxy-sn-glycero-3-phosphorylcholine C(CCCCCCCCCCCCCCC)(=O)OC[C@@H](OO)COP(=O)(O)OCC[N+](C)(C)C